ClC1=NC(=C(C(=C1C#N)C1CC1)C#N)Cl 2,6-dichloro-4-cyclopropylpyridine-3,5-dicarbonitrile